[Fe-4](C#N)(C#N)(C#N)(C#N)(C#N)C#N.[Zn+2].[Fe+2] iron zinc ferrocyanide